BrC=1C(=C(C=CC1)NC(=O)C1=NN=C(S1)[C@H]1N(CCC1)C(=O)OC(C)(C)C)C tert-butyl (S)-2-(5-((3-bromo-2-methylphenyl)carbamoyl)-1,3,4-thiadiazol-2-yl)pyrrolidine-1-carboxylate